S1C2=C(C=C1)C=CC=C2CCNC2=CC=NC=N2 6-(2-Benzo[b]thiophen-7-yl-ethylamino)-pyrimidin